2-(6-(((1R,3s,5S)-1,5-dimethyl-8-azabicyclo[3.2.1]octan-3-yl)(methyl)amino)pyridazin-3-yl)-3-fluoro-5-(6-methoxypyridazin-4-yl)phenol C[C@]12CC(C[C@](CC1)(N2)C)N(C2=CC=C(N=N2)C2=C(C=C(C=C2F)C2=CN=NC(=C2)OC)O)C